CC1(CCC(CC1)NC=1N=C(C2=C(N1)NC=C2C2=NC=1N(C=C2)N=CC1)NC)O (1r,4r)-1-methyl-4-((4-(methylamino)-5-(pyrazolo[1,5-a]pyrimidin-5-yl)-7H-pyrrolo[2,3-d]pyrimidin-2-yl)amino)cyclohexan-1-ol